5-(pyridin-3-yloxy)-N-[(1s,4s)-4-{[6-chloro-2-(trifluoromethyl)quinolin-4-yl]amino}cyclohexyl]furan-2-carboxamide N1=CC(=CC=C1)OC1=CC=C(O1)C(=O)NC1CCC(CC1)NC1=CC(=NC2=CC=C(C=C12)Cl)C(F)(F)F